C(C)(C)(C)OC(=O)N[C@@H](C(=O)N1[C@@H](CC1)C(=O)O)C1CC1 (S)-1-((R)-2-((tert-butoxycarbonyl)amino)-2-cyclopropylacetyl)azetidine-2-carboxylic acid